tert-butyl (S)-(1-(5-(4-(3-(dimethylamino)oxetan-3-yl)phenyl)-3-methylthiophene-2-carbonyl)pyrrolidin-3-yl)carbamate CN(C1(COC1)C1=CC=C(C=C1)C1=CC(=C(S1)C(=O)N1C[C@H](CC1)NC(OC(C)(C)C)=O)C)C